6-Chloro-8-[3-(isoquinolin-1-ylmethoxy)-phenyl]-1-methyl-9H-pyrido[3,4-b]indole ClC=1C=C2C3=C(NC2=C(C1)C1=CC(=CC=C1)OCC1=NC=CC2=CC=CC=C12)C(=NC=C3)C